4,4-difluoro-5-hydroxyvalerate FC(CCC(=O)[O-])(CO)F